4-(3-Chloroanilino)-2'-[(2R)-3-{[2-(difluoromethyl)pyridin-4-yl]oxy}-2-methylpropyl]-2',3'-dihydrospiro[cyclohexane-1,1'-indene]-4-carboxylic acid ClC=1C=C(NC2(CCC3(C(CC4=CC=CC=C34)C[C@H](COC3=CC(=NC=C3)C(F)F)C)CC2)C(=O)O)C=CC1